silver antimony tin [Sn].[Sb].[Ag]